BrC=1C=CC(=C(C(=O)OC)C1)SC methyl 5-bromo-2-methylsulfanyl-benzoate